C(CCCCCCC)(=O)C(C(=O)O)(CCC)O octanoyl-hydroxyvaleric acid